NC1=CNCC1N 3,4-diaminopyrroline